S(=O)(=O)([O-])OOS(=O)(=O)[O-].[Ni+2] nickel peroxydisulfate